bisphenol A terephthalate (phthalate) C(C=1C(C(=O)O)=CC=CC1)(=O)O.C(C1=CC=C(C(=O)O)C=C1)(=O)O.OC1=CC=C(C=C1)C(C)(C)C1=CC=C(C=C1)O